(S)-2-hydroxy-6-((4-(2-(2-hydroxyethyl)nicotinoyl)morpholin-3-yl)methoxy)benzaldehyde esylate S(=O)(=O)(O)CC.OC1=C(C=O)C(=CC=C1)OC[C@H]1N(CCOC1)C(C1=C(N=CC=C1)CCO)=O